11-methoxy-12-(3-methoxypropoxy)-4,4-dimethyl-8-oxo-2,3,4,4a,8,9,9a,13b-octahydro-1H-pyrido[1,2-f]phenanthridine-7-carboxylic acid ethyl ester C(C)OC(=O)C=1C(CC2N(C3C(CCCC3C3=CC(=C(C=C23)OC)OCCCOC)(C)C)C1)=O